2-(5-(4-Cyclohexylphenyl)-3-(3-(fluoromethyl)azetidine-1-carbonyl)-7-oxo-4,7-dihydropyrazolo[1,5-a]pyrimidin-2-yl)morpholine-4-carboxylic acid tert-butyl ester C(C)(C)(C)OC(=O)N1CC(OCC1)C1=NN2C(NC(=CC2=O)C2=CC=C(C=C2)C2CCCCC2)=C1C(=O)N1CC(C1)CF